1-methoxynaphthalene-4-sulfonic acid calcium salt [Ca+2].COC1=CC=C(C2=CC=CC=C12)S(=O)(=O)[O-].COC1=CC=C(C2=CC=CC=C12)S(=O)(=O)[O-]